phenylpropionyl-coenzyme A C1(=CC=CC=C1)CCC(=O)SCCNC(CCNC([C@@H](C(COP(OP(OC[C@@H]1[C@H]([C@H]([C@@H](O1)N1C=NC=2C(N)=NC=NC12)O)OP(=O)(O)O)(=O)O)(=O)O)(C)C)O)=O)=O